BrC(=O)OC(C(C)C)C 1,2-dimethylpropyl bromoformate